C[C@@H](C/C=C/C=O)CCC=C(C)C |r| (+-)-(2E)-5,9-dimethyl-2,8-decadienal